N,N-diethyl-6,7-dimethoxy-3-((4-methoxyphenyl)sulfonyl)quinolin-4-amine C(C)N(C1=C(C=NC2=CC(=C(C=C12)OC)OC)S(=O)(=O)C1=CC=C(C=C1)OC)CC